C(C1=CC=CC=C1)OCC1=C(C=C(C=C1)B(O)O)F (4-[(BENZYLOXY)METHYL]-3-FLUOROPHENYL)BORANEDIOL